2-[(2'R,4S)-6-bromo-2'-fluoro-1-oxospiro[3H-isoquinoline-4,1'-cyclopropane]-2-yl]-N-(5-methylpyrimidin-2-yl)acetamide BrC=1C=C2C(=CC1)C(N(C[C@@]21[C@@H](C1)F)CC(=O)NC1=NC=C(C=N1)C)=O